BrC1=CC=C(C=C1)N1N=CC=CC1=O (4-bromophenyl)pyridazin-3(2H)-one